N-[(3S,4S)-1,3-Dimethyl-4-piperidyl]-6-[3-[4-(ethylcarbamoyl)-2-methoxy-anilino]prop-1-ynyl]-1-(2,2,2-trifluoroethyl)benzimidazole-4-carboxamide CN1C[C@@H]([C@H](CC1)NC(=O)C1=CC(=CC=2N(C=NC21)CC(F)(F)F)C#CCNC2=C(C=C(C=C2)C(NCC)=O)OC)C